C(#N)CC1(CCC(CC1)N1CC(C1)(F)F)N1N=C(C(=C1)C(=O)N)NC(=O)C1CC1 1-[1-(cyanomethyl)-4-(3,3-difluoroazetidin-1-yl)cyclohexyl]-3-(cyclopropanecarbonylamino)pyrazole-4-carboxamide